(4-trifluoromethylphenyl)quinoxaline FC(C1=CC=C(C=C1)C1=NC2=CC=CC=C2N=C1)(F)F